CS(=O)(=O)C=1C=C(C=NC1)C1=NC(=NC=C1C(F)(F)F)N[C@@H]1CC[C@H](CC1)N(C(OCC(F)F)=O)C1=NC=C(N=C1)C=1C=NC(=NC1)OC 2,2-difluoroethyl (trans-4-((4-(5-(methanesulfonyl)-pyridin-3-yl)-5-(trifluoromethyl)pyrimidin-2-yl)amino)cyclohexyl)(5-(2-methoxypyrimidin-5-yl)pyrazin-2-yl)carbamate